C1(=CC=C(C=C1)N)C=1C(=CC=CC1)C1=CC=CC=C1 [1,1':2',1''-terphenyl]-4-amine